2,6-diacetylpyridinium dioxime C(C)(C1=[NH+]C(=CC=C1)C(C)=NO)=NO